(n-propylcyclopentadienyl)tris(diethylamino)zirconium C(CC)C1(C=CC=C1)[Zr](N(CC)CC)(N(CC)CC)N(CC)CC